FC1=CC=C(C=C1)C(N1C(CN(CC1)C1=CC(N(C=2C=CC(=NC12)C#N)C)=O)CF)C1=CC=C(C=C1)F 8-(4-(Bis(4-fluorophenyl)methyl)-3-(fluoromethyl)piperazin-1-yl)-5-methyl-6-oxo-5,6-dihydro-1,5-naphthyridine-2-carbonitrile